N1(N=CC=C1)CCC(=O)N1CCC=C(C1)B1OC(C(O1)(C)C)(C)C 3-(1H-pyrazol-1-yl)-1-(5-(4,4,5,5-tetramethyl-1,3,2-dioxaborolan-2-yl)-3,6-dihydropyridin-1(2H)-yl)propan-1-one